BrC1=C(C=CC(=C1)S(=O)(=O)CC)F 2-bromo-4-ethylsulfonyl-1-fluoro-benzene